copper acetylarsenite C(C)(=O)O[As]([O-])[O-].[Cu+2]